2-((3-(2-fluoro-4'-((S,E)-4-hydroxy-3-(2-((S)-1-hydroxyethyl)-1H-imidazol-1-yl)but-1-en-1-yl)-[1,1'-biphenyl]-4-yl)cyclobutyl)amino)acetonitrile FC1=C(C=CC(=C1)C1CC(C1)NCC#N)C1=CC=C(C=C1)\C=C\[C@@H](CO)N1C(=NC=C1)[C@H](C)O